C(C)(=O)O[C@H]1CC[C@@]2(C3CC[C@@]4(C(=CCC4C3CC=C2C1)N1C=NC(=C1)C#N)C)C (3S,10R,13S)-17-(4-cyano-1H-imidazol-1-yl)-10,13-dimethyl-2,3,4,7,8,9,10,11,12,13,14,15-dodecahydro-1H-cyclopenta[a]phenanthren-3-yl acetate